4,4-Difluoro-N-(3-hydroxy-4-(4-(2-methoxyphenyl)piperazin-1-yl)butyl)cyclohexane-1-carboxamide FC1(CCC(CC1)C(=O)NCCC(CN1CCN(CC1)C1=C(C=CC=C1)OC)O)F